C(CCC)NC1=CC=C(C=C1)C1=CC=CC=C1COC(=O)N1[C@@H](OC([C@@H]1C)=O)C1=CC=CC=C1.C(C)(C)(C)C=1C=C(C=C(C1)C(C)(C)C)P(Cl)C1=CC(=CC(=C1)C(C)(C)C)C(C)(C)C bis(3,5-di-tert-butylphenyl)chlorophosphine 4-(butylamino)benzenebenzyl-(2S,4S)-4-methyl-5-oxo-2-phenyl-oxazolidine-3-carboxylate